pyridine-2-carbonitrile maleate C(\C=C/C(=O)O)(=O)O.N1=C(C=CC=C1)C#N